OC1=C(C=C(C(=O)NCCC)C=C1)C(=O)NC=1SC(=CN1)[N+](=O)[O-] 4-hydroxy-N3-(5-nitrothiazol-2-yl)-N1-propylisophthalamide